N[C@@H](C(C)C)C(=O)O[C@@H]1[C@H](O[C@]([C@@H]1O)(C1=CC=C2C(=NC=NN21)NC(C(C)(C)OC)=O)C#N)COC(CC2CCCC2)=O (2R,3S,4R,5R)-5-cyano-2-((2-cyclopentylacetoxy)methyl)-4-hydroxy-5-(4-(2-methoxy-2-methylpropanamido)pyrrolo[2,1-f][1,2,4]triazin-7-yl)tetrahydrofuran-3-yl L-valinate